4-({methyl[4-methyl-1-(4-methylfuran-3-carbonyl)-3-[2-oxo-1-(pyrrolidine-1-carbonyl)-3-(trifluoromethyl)piperidin-4-yl]-1H-pyrazol-5-yl]amino}methyl)benzene-1-carboximidamide CN(C1=C(C(=NN1C(=O)C1=COC=C1C)C1C(C(N(CC1)C(=O)N1CCCC1)=O)C(F)(F)F)C)CC1=CC=C(C=C1)C(N)=N